CC1(CCN(CC1)C(=O)Cl)C 4,4-dimethylpiperidin-1-carbonyl chloride